N1CCC2N1C=CC=C2 tetrahydropyrazolo[1,5-a]pyridin